OCC1=NN2C(CN(CC2)C(CNC(\C=C\C2=CC=C(C=C2)C(F)(F)F)=O)=O)=C1 (E)-N-[2-[2-(hydroxymethyl)-6,7-dihydro-4H-pyrazolo[1,5-a]pyrazin-5-yl]-2-oxo-ethyl]-3-[4-(trifluoromethyl)phenyl]prop-2-enamide